NC1=NC(=C(C=2N1C(N(N2)CC=2N=COC2C)=O)C2=CC(=NC(=C2)C)CO)C2=CC=C(C=C2)F 5-amino-7-(4-fluorophenyl)-8-[2-(hydroxymethyl)-6-methyl-4-pyridyl]-2-[(5-methyloxazol-4-yl)methyl]-[1,2,4]triazolo[4,3-c]pyrimidin-3-one